ClC1=CC=C(C(=N1)C(=O)NS(=O)(=O)C)N[C@H](C)C=1C=C(C=C2C(C(=C(OC12)C=1C=NNC1)C)=O)C 6-Chloro-3-[[(1R)-1-[3,6-dimethyl-4-oxo-2-(1H-pyrazol-4-yl)chromen-8-yl]ethyl]amino]-N-methylsulfonyl-pyridine-2-carboxamide